2-({3-oxo-8-phenyl-1H,2H,3H-benzo[e]isoindol-2-yl}methyl)prop-2-enamide O=C1N(CC=2C3=C(C=CC12)C=CC(=C3)C3=CC=CC=C3)CC(C(=O)N)=C